4-(2-Iodoethyl)piperidine-1-carboxylic acid tert-butyl ester C(C)(C)(C)OC(=O)N1CCC(CC1)CCI